2-(5,6-dihydro-4H-pyrrolo[1,2-b]pyrazol-3-yl)-N-(2-methyl-5-((2-(piperidin-1-yl)ethyl)carbamoyl)pyridin-3-yl)pyrazolo[5,1-b]thiazole-7-carboxamide N=1N2C(=C(C1)C1=CN3C(S1)=C(C=N3)C(=O)NC=3C(=NC=C(C3)C(NCCN3CCCCC3)=O)C)CCC2